P(=O)(OC)(OC[C@@H](COCCCCCCCCCCCCCCCCCC)OCC1=CC(=C(C=C1)C#N)Cl)OC1=C(C=CC=C1)Cl methyl ((R)-2-((3-chloro-4-cyanobenzyl) oxy)-3-(octadecyloxy)propyl) (2-chlorophenyl) phosphate